OC(C)(C)C1=C2C=C(NC2=CC=C1)C(=O)O 4-(2-hydroxypropan-2-yl)-1H-indole-2-carboxylic acid